5-ethoxy-1,3-bis(α-hydroxyisopropyl)benzene C(C)OC=1C=C(C=C(C1)C(C)(C)O)C(C)(C)O